4-(8-(1-methyl-6-(trifluoromethyl)-1H-benzo[d]imidazol-5-yl)indolizine-3-carbonyl)benzoic acid CN1C=NC2=C1C=C(C(=C2)C2=CC=CN1C(=CC=C21)C(=O)C2=CC=C(C(=O)O)C=C2)C(F)(F)F